6-[2-[[1-[2-(aminomethyl)-3,3-difluoro-allyl]-5-oxo-1,2,4-triazol-4-yl]methyl]benzothiophen-6-yl]-1-methyl-3,4-dihydroquinolin-2-one NCC(CN1N=CN(C1=O)CC=1SC2=C(C1)C=CC(=C2)C=2C=C1CCC(N(C1=CC2)C)=O)=C(F)F